[4-[5-[2-(5-Hydroxypyridin-3-yl)ethynyl]pyridine-3-carbonyl]piperazin-1-yl]-N-(4-methoxyphenyl)pyridazine-3-carboxamide OC=1C=C(C=NC1)C#CC=1C=C(C=NC1)C(=O)N1CCN(CC1)C1=C(N=NC=C1)C(=O)NC1=CC=C(C=C1)OC